C(CCCCCCCCCCCCCCCCCCCCCCCC)(=O)OC methyl pentacosanate